5-(4-cyclohexylphenyl)-3-[3-(fluoromethyl)azetidine-1-carbonyl]-2-(1-methylimidazol-4-yl)-4H-pyrazolo[1,5-a]pyrimidin-7-one C1(CCCCC1)C1=CC=C(C=C1)C=1NC=2N(C(C1)=O)N=C(C2C(=O)N2CC(C2)CF)C=2N=CN(C2)C